BrC1=CC(=C2N(C1=O)C1(CCC(CC1)(F)F)NC2=O)Cl 6-bromo-8-chloro-4',4'-difluoro-spiro[2H-imidazo[1,5-a]pyridine-3,1'-cyclohexane]-1,5-dione